ethylene glycol monocaprate C(=O)(CCCCCCCCC)OCCO